2-(3,7-Dimethyl-2,6-octadienyl)-5-phenethylresorcinol CC(=CCC1=C(O)C=C(C=C1O)CCC1=CC=CC=C1)CCC=C(C)C